C(CCCCCCCCCC(C)C)C(C(=O)O)CCCC(=O)O.C(C)(=O)OC[C@H](OC(C)=O)[C@@H](OC)[C@H](OC(C)=O)[C@H](OC(C)=O)COC 1,2,4,5-tetra-O-acetyl-3,6-di-O-methyl-glucitol isotridecyl-adipate